ClCC(COC1=C(C=C(C=C1)C(C)(C)C1=CC=C(C=C1)OCC(CN1CCOCC1)O)Cl)O 1-chloro-3-(2-chloro-4-(2-(4-(2-hydroxy-3-morpholinopropoxy)phenyl)propan-2-yl)phenoxy)propan-2-ol